ClC1=C2C(=C(N=N1)N(C)C)N=C(S2)C(C)C 7-chloro-2-isopropyl-N,N-dimethylthiazolo[4,5-d]pyridazin-4-amine